methyl 2-[(2S,4R)-4-[tert-butyl (dimethyl)silyl]oxy-1-[(2-methylpropan-2-yl)oxycarbonyl]pyrrolidin-2-yl]-1-[(4-methoxyphenyl)methyl]imidazole-4-carboxylate [Si](C)(C)(C(C)(C)C)O[C@@H]1C[C@H](N(C1)C(=O)OC(C)(C)C)C=1N(C=C(N1)C(=O)OC)CC1=CC=C(C=C1)OC